tert-butyl N-[(3S,4S)-1-{7-[6-(methoxymethoxy)-2,7-dimethylindazol-5-yl]-1,8-naphthyridin-3-yl}-4-methylpyrrolidin-3-yl]-N-methylcarbamate COCOC=1C(=CC2=CN(N=C2C1C)C)C1=CC=C2C=C(C=NC2=N1)N1C[C@H]([C@H](C1)C)N(C(OC(C)(C)C)=O)C